F[C@@H]1[C@]2(CC[C@@H](C[C@@H]1N(C1=CC=C(N=N1)C1=C(C=C(C=C1)N1C=NC=C1)O)C)N2)C 2-(6-(((1R,2S,3S,5S)-2-fluoro-1-methyl-8-azabicyclo[3.2.1]octan-3-yl)(methyl)amino)pyridazin-3-yl)-5-(1H-imidazol-1-yl)phenol